CC(C)(C)[S@@](=O)/N=C/CCOC1=CC=CC=C1 (R,E)-2-methyl-N-(3-phenoxypropylidene)propane-2-sulfinamide